ethyl 5-bromo-2-(perfluoroethyl)-4-(trifluoromethyl)imidazo[1,2-a][1,8]naphthyridine-8-carboxylate BrC1=CC=2N(C=3N=C(C=C(C13)C(F)(F)F)C(C(F)(F)F)(F)F)C=C(N2)C(=O)OCC